methyl (2R)-2-(4-methylbenzenesulfonylamino)-3-phenylpropionate CC1=CC=C(C=C1)S(=O)(=O)N[C@@H](C(=O)OC)CC1=CC=CC=C1